COC(=O)C=1C=NC=2CN(CCC2C1O)C 4-hydroxy-7-methyl-6,8-dihydro-5H-1,7-naphthyridine-3-carboxylic acid methyl ester